[In].C(C)[Zn]CC diethylzinc, indium salt